C1(CCC1)C(=O)N1CCC(CC1)C(=O)N1CCC(CC1)N1N=CC(=C1)CNC1=C2C(N(C(C2=CC=C1)=O)C1C(NC(CC1)=O)=O)=O 4-(((1-(1-(1-(cyclobutanecarbonyl)piperidine-4-carbonyl)piperidin-4-yl)-1H-pyrazol-4-yl)methyl)amino)-2-(2,6-dioxopiperidin-3-yl)isoindoline-1,3-dione